FCCCN1CC(N(CC1)CC1=C2C=CN(C2=C(C=C1OC)C)C(=O)OC(C)(C)C)C1=CC=C(C=C1)C(=O)OC tert-butyl 4-((4-(3-fluoropropyl)-2-(4-(methoxycarbonyl)phenyl)piperazin-1-yl)methyl)-5-methoxy-7-methyl-1H-indole-1-carboxylate